3-(1-methylimidazol-4-yl)-4-[[4-(trifluoromethyl)phenyl]methylamino]benzenesulfonamide CN1C=NC(=C1)C=1C=C(C=CC1NCC1=CC=C(C=C1)C(F)(F)F)S(=O)(=O)N